ClC=1C=C(C=C(C1)Cl)N1CC(CC1=O)(C(=O)NCC1=CC(=NC=C1)OCCC)C 1-(3,5-dichlorophenyl)-3-methyl-5-oxo-N-[(2-propoxypyridine-4-yl)methyl]pyrrolidine-3-carboxamide